(S)-8-chloro-4-((3-chloro-4-fluorophenyl)amino)-6-(((1-methyl-1H-imidazol-4-yl)(1H-1,2,3-triazol-4-yl)methyl)amino)quinoline-3-carbonitrile ClC=1C=C(C=C2C(=C(C=NC12)C#N)NC1=CC(=C(C=C1)F)Cl)N[C@H](C=1N=NNC1)C=1N=CN(C1)C